ClC1=C(C=C(C(=O)N(C)[C@H]2C=3C4=C(C(NC3CNC2)=O)C=C(C(=C4)F)F)C=C1F)F (S)-4-chloro-N-(8,9-difluoro-6-oxo-1,2,3,4,5,6-hexahydrobenzo[c][1,7]naphthyridin-1-yl)-3,5-difluoro-N-methylbenzamide